trans-tert-butyl (4-(2-(4-chlorobenzoyl)hydrazine-1-carbonyl)cyclohexyl)carbamate ClC1=CC=C(C(=O)NNC(=O)[C@@H]2CC[C@H](CC2)NC(OC(C)(C)C)=O)C=C1